(1s,3s)-3-((7-(5-methyl-1,2,4-oxadiazol-3-yl)isoquinolin-1-yl)amino)cyclobutane-1-carboxylic acid CC1=NC(=NO1)C1=CC=C2C=CN=C(C2=C1)NC1CC(C1)C(=O)O